FC1=CC=C2C3=C(NC2=C1)CN(C=C3)CC3=CN=NC=C3 7-Fluoro-N-(pyridazin-4-ylmethyl)-9H-pyrido[3,4-b]indole